OC1=C(OC=CC1=O)\C=C\C1=CC=C(C=C1)I (E)-3-hydroxy-2-(4-iodostyryl)-4H-pyran-4-one